2-[[4-(3,4-dihydro-6,7-dihydroxy-2(1H)-isoquinolinyl)-6-(4-methyl-1-piperazinyl)-2-pyrimidinyl]amino]-4-methyl-5-thiazolecarboxylic acid ethyl ester trifluoroacetate FC(C(=O)O)(F)F.C(C)OC(=O)C1=C(N=C(S1)NC1=NC(=CC(=N1)N1CC2=CC(=C(C=C2CC1)O)O)N1CCN(CC1)C)C